NCCCCCCN/C(=N/C(C1=CC=CC=C1)=O)/NC(C1=CC=CC=C1)=O (Z)-N-(N-(6-aminohexyl)-N'-benzoyl-carbamimidoyl)benzamide